6-bromo-2,3-dihydro-1H-imidazo[1,2-b]pyrazole BrC=1C=C2N(N1)CCN2